4-(trifluoromethyl)-3H-isoindol-1-one FC(C1=C2CNC(C2=CC=C1)=O)(F)F